N-(2-(2,6-dioxopiperidin-3-yl)-1,3-dioxoisoindolin-5-yl)-4-fluorobenzenesulfonamide O=C1NC(CCC1N1C(C2=CC=C(C=C2C1=O)NS(=O)(=O)C1=CC=C(C=C1)F)=O)=O